bicyclo[4.1.0]heptane-2-carboxylic acid C12C(CCCC2C1)C(=O)O